C1(=CC=CC=C1)[C@H]1[C@@H](C1)NC(C1=CC(=NC=C1)NC1=NC=C(C=C1)C1=CC=CC=C1)=O N-((1R,2S)-2-phenylcyclopropyl)-2-((5-phenylpyridin-2-yl)amino)isonicotinamide